(R)-ethyl 5-(7-(4-chloro-3-(trifluoromethyl) benzoyl)-6-methyl-2-(methylthio)-4-oxo-5,6,7,8-tetrahydropyrido[3,4-d]pyrimidin-3(4H)-yl)-1,4-dimethyl-1H-imidazole-2-carboxylate ClC1=C(C=C(C(=O)N2CC=3N=C(N(C(C3C[C@H]2C)=O)C2=C(N=C(N2C)C(=O)OCC)C)SC)C=C1)C(F)(F)F